C(=O)(O)C(CCCC=1C=C(C=CC1)CCCC1CC1)(C)C 1-(3-(3-(4-carboxy-4-methylpentyl)phenyl)propyl)cyclopropane